5-(benzofuran-4-yl)-1,3,4-oxathiazol-2-one O1C=CC2=C1C=CC=C2C2=NSC(O2)=O